C[Si](C)(C)SCCC[Si](OC)(OC)C (trimethylsilyl)[3-(methyldimethoxysilyl) propyl] sulfide